N1(CCOCC1)C1=NC(=CC(=N1)NN=CC1=CC=CC=C1)N1CCOCC1 benzaldehyde [2,6-di(4-morpholinyl)-4-pyrimidinyl]hydrazone